triphenyltin p-toluenesulfonate salt CC1=CC=C(C=C1)S(=O)(=O)[O-].C1(=CC=CC=C1)[Sn+](C1=CC=CC=C1)C1=CC=CC=C1